COC=1C=C(C=C(C1)OC(F)(F)F)NC1(CNCC1)C N-(3-Methoxy-5-(trifluoromethoxy)phenyl)-3-methylpyrrolidin-3-amine